FC1(CCN(CC1)C1=NC(=CC(=N1)C=1N=NN(C1)C1=C(C=C(C=C1)NS(=O)(=O)CCO)N1CCC2(CC2)CC1)C)F N-(4-(4-(2-(4,4-Difluoropiperidin-1-yl)-6-methylpyrimidin-4-yl)-1H-1,2,3-triazol-1-yl)-3-(6-azaspiro[2.5]Octan-6-yl)phenyl)-2-hydroxyethane-1-sulfonamide